CC(C)CC(C(=O)O)NC(=O)OCC1=CC=CC=C1 Z-DL-leucine